3-methoxy-4-(pyrazol-1-ylmethyl)benzoic acid COC=1C=C(C(=O)O)C=CC1CN1N=CC=C1